(E)-2-(4-(3-acetamidophenyl)-1H-1,2,3-triazol-1-yl)-N'-(2,4-dimethoxybenzylidene)acetohydrazide C(C)(=O)NC=1C=C(C=CC1)C=1N=NN(C1)CC(=O)N/N=C/C1=C(C=C(C=C1)OC)OC